S1C(SCC1)=N 1,3-dithiolan-2-imine